1-[1-methyl-6-[rac-(3S)-3-piperidyl]indazol-3-yl]hexahydropyrimidine-2,4-dione CN1N=C(C2=CC=C(C=C12)[C@H]1CNCCC1)N1C(NC(CC1)=O)=O |r|